C(C)(C)(C)OC(=O)C=1CCN=CN1 pyrimidine-6(5H)-carboxylic acid tert-butyl ester